COC(C1=C(C=CC(=C1)NC1=C(C=CC=C1)[N+](=O)[O-])C)=O 2-methyl-5-((2-nitrophenyl)amino)benzoic acid methyl ester